7-(3-methyl-4-(4-(3-oxetanyl)piperazin-1-yl)anilino)-3,4-dihydropyrimido[4,5-d]pyrimidin-2(1H)-one CC=1C=C(NC2=NC=C3C(=N2)NC(NC3)=O)C=CC1N1CCN(CC1)C1COC1